4-pyrazolecarboxylic acid N1N=CC(=C1)C(=O)O